3-{6-[4-(trifluoromethyl)-1H-imidazol-1-yl]pyridin-3-yl}bicyclo[1.1.1]pentan-1-amine FC(C=1N=CN(C1)C1=CC=C(C=N1)C12CC(C1)(C2)N)(F)F